C(CCCCCCC)(=O)OCC(COC(CCCCCCC)=O)(COC(C(CCCCCC)CCCCCC)=O)COC(CCCCN(C)C)=O 2-(((5-(Dimethylamino) pentanoyl)oxy) methyl)-2-(((2-hexyloctanoyl)oxy) methyl)propane-1,3-diyl dioctanoate